amino-1-aminobutan-4-ol NC(CCCO)N